CN(C(=O)[C@@]1(OB(OC(C1)=O)[C@H](CC(C)C)NC([C@H](CC1=CC=CC=C1)NC(=O)C1=NC=CN=C1)=O)CC(=O)O)C 2-((R)-4-(dimethylcarbamoyl)-2-((R)-3-methyl-1-((S)-3-phenyl-2-(pyrazine-2-carboxamido)propanamido)butyl)-6-oxo-1,3,2-dioxaborinan-4-yl)acetic acid